((2-(6-(3-cyclopropyl-4-(quinoxalin-2-yl)-1H-pyrazol-1-yl)spiro[3.3]heptan-2-yl)ethyl)amino)-2-(2,6-dioxopiperidin-3-yl)isoindoline-1,3-dione C1(CC1)C1=NN(C=C1C1=NC2=CC=CC=C2N=C1)C1CC2(CC(C2)CCNC2=C3C(N(C(C3=CC=C2)=O)C2C(NC(CC2)=O)=O)=O)C1